CN[C@H](C(C)C)C(=O)OC methyl-D-valine, methyl ester